C(C)N1CCC(CC1)C=1N=NC2=CC(=CC(=C2C1)F)C=1C=CC=2N(N1)C=C(N2)C 6-[3-(1-ethylpiperidin-4-yl)-5-fluorocinnolin-7-yl]-2-methylimidazo[1,2-b]pyridazin